(S)-N'-(4-cyano-3-fluoro-2,6-diisopRopylphenyl-carbamoyl)-4-(2-hydroxypropan-2-yl)-5-methylfuran-2-sulfonimidamide C(#N)C1=C(C(=C(C(=C1)C(C)C)NC(=O)N=[S@@](=O)(N)C=1OC(=C(C1)C(C)(C)O)C)C(C)C)F